CN(C)C1=C(C=CC=C1)C1=CC=CC=C1 N,N-dimethylamino-biphenyl